N-{(2S,3R)-4,4-difluoro-1-((2S)-oxetane-2-carbonyl)-2-[(2,3',5'-trifluoro[1,1'-biphenyl]-3-yl)methyl]pyrrolidin-3-yl}methanesulfonamide FC1([C@@H]([C@@H](N(C1)C(=O)[C@H]1OCC1)CC=1C(=C(C=CC1)C1=CC(=CC(=C1)F)F)F)NS(=O)(=O)C)F